C(CC)C=1C=C(OCCCC2=CC=C(C=C2)NC(=O)N2CCN(CC2)C(=O)OC(C)(C)C)C=CC1 tert-butyl 4-((4-(3-(3-propylphenoxy)propyl)phenyl)carbamoyl)piperazine-1-carboxylate